3-(2-((2-(2,6-dioxopiperidin-3-yl)-1,3-dioxoisoindolin-5-yl)amino)-2-oxoethoxy)propionic acid O=C1NC(CCC1N1C(C2=CC=C(C=C2C1=O)NC(COCCC(=O)O)=O)=O)=O